C(CCCC)C=1NC2=CC=CC=C2C1 amyl-indole